3-(difluoropiperidin-1-yl)propanal FC1(CCN(CC1)CCC=O)F